C(C)C=1C=NN2C1N=C(C=C2NCC=2C=CC(=NC2)OCCOCC2CCN(CC2)C(=O)OC(C)(C)C)N2[C@@H](CCCC2)CCO tert-butyl 4-[2-[[5-[[[3-ethyl-5-[(2S)-2-(2-hydroxyethyl)-1-piperidyl]pyrazolo[1,5-a]pyrimidin-7-yl]amino]methyl]-2-pyridyl]oxy]ethoxymethyl]piperidine-1-carboxylate